ClC=1C=CC(=C(C1)[C@H]1C[C@H](C1)NC(=O)C=1N=NN(C1)[C@H](C)C=1C=NC(=CC1)N1C([C@@H]2C[C@@H]2C1)=O)C#N |o1:19| N-((cis)-3-(5-chloro-2-cyanophenyl)cyclobutyl)-1-((R or S)-1-(6-((1R,5S)-2-oxo-3-azabicyclo[3.1.0]hexan-3-yl)pyridin-3-yl)ethyl)-1H-1,2,3-triazole-4-carboxamide